ClC1=C(C=CC=C1B1OC(C(O1)(C)C)(C)C)NC(=O)C=1N(C2=C(CN(CC2)C)N1)C N-(2-chloro-3-(4,4,5,5-tetramethyl-1,3-dioxaborolan-2-yl)phenyl)-1,5-dimethyl-4,5,6,7-tetrahydro-1H-imidazo[4,5-c]pyridine-2-carboxamide